[Cl].C(OC)COC dimethoxyethane chlorine